ethyl 2-(3-((tert-butoxycarbonyl) amino) phenyl)-2,2-difluoroacetate C(C)(C)(C)OC(=O)NC=1C=C(C=CC1)C(C(=O)OCC)(F)F